2,4-dichloro-6-ethylbenzoyl isocyanate ClC1=C(C(=O)N=C=O)C(=CC(=C1)Cl)CC